The molecule is a mannooligosaccharide derivative consisting of a D-mannosyl residue alpha-linked to a 5-aminopentyl group and which carries an alpha-D-mannosyl-(1->2)-alpha-D-mannosyl-(1->2)-alpha-D-mannosyl unit linked (1->3) and an alpha-D-mannosyl-(1->2)-alpha-D-mannosyl-(1->3)-[alpha-D-mannosyl-(1->2)-alpha-D-mannosyl-(1->6)]-alpha-D-mannosyl unit linked (1->6). It is a glycoside and a mannooligosaccharide derivative. C(CCN)CCO[C@@H]1[C@H]([C@H]([C@@H]([C@H](O1)CO[C@@H]2[C@H]([C@H]([C@@H]([C@H](O2)CO[C@@H]3[C@H]([C@H]([C@@H]([C@H](O3)CO)O)O)O[C@@H]4[C@H]([C@H]([C@@H]([C@H](O4)CO)O)O)O)O)O[C@@H]5[C@H]([C@H]([C@@H]([C@H](O5)CO)O)O)O[C@@H]6[C@H]([C@H]([C@@H]([C@H](O6)CO)O)O)O)O)O)O[C@@H]7[C@H]([C@H]([C@@H]([C@H](O7)CO)O)O)O[C@@H]8[C@H]([C@H]([C@@H]([C@H](O8)CO)O)O)O[C@@H]9[C@H]([C@H]([C@@H]([C@H](O9)CO)O)O)O)O